ClC1=C2C=C(NC2=CC=C1)C(=O)N1[C@@H]([C@@H]2[C@H](C1)CCC2)C(=O)N[C@@H](C[C@H]2C(NCC2)=O)C#N (1S,3aR,6aS)-2-(4-chloro-1H-indole-2-carbonyl)-N-((S)-1-cyano-2-((S)-2-oxopyrrolidin-3-yl)ethyl)octahydrocyclopenta[c]pyrrole-1-carboxamide